COC=1C=C(C=2N(C1)N=C(C2)C=2N=C1SC(=NN1C2)OC)OCC(=O)O (6-methoxy-2-(2-methoxyimidazo[2,1-b][1,3,4]thiadiazol-6-yl)pyrazolo[1,5-a]pyridin-4-yloxy)acetic acid